NC1=C2NC(=C1)C(=C1C=CC(=N1)C(=C1C=CC(N1)=C(C=1C=CC(N1)=C2C2=C(C(=C(C(=C2F)F)F)F)F)C2=C(C(=C(C(=C2F)F)F)F)F)C2=C(C(=C(C(=C2F)F)F)F)F)C2=C(C(=C(C(=C2F)F)F)F)F monoaminotetra(pentafluorophenyl)porphyrin